1,19-(ethanediylidene)-16λ4-cyclobuta[i][1,4]oxazepino[3,4-f][1,2,7]thiadiazacyclohexadecine C1=2OCC=CN3C1=CC(C=NS=CC=CC=CC=C1C(=C3)C=C1)=CC2